CN(C/C=C/C(=O)N(C)CC(=O)NCCC=1C=C(C=CC1)NC=1C(=NC(=C(N1)C)C)C(=O)N)C (E)-3-((3-(2-(2-(4-(dimethylamino)-N-methylbut-2-enamido)acetamido)ethyl)phenyl)amino)-5,6-dimethylpyrazine-2-carboxamide